C(C(=C)C)(=O)OC(CCCC)C 1-methyl-pentyl methacrylate